8-cyclopropoxyquinoline-6-carboxylic acid C1(CC1)OC=1C=C(C=C2C=CC=NC12)C(=O)O